2-[1-[(4-tert-butylphenyl)methyl]-5-oxopyrrolidin-2-yl]-N-(furan-2-ylmethyl)acetamid C(C)(C)(C)C1=CC=C(C=C1)CN1C(CCC1=O)CC(=O)NCC=1OC=CC1